NC1=NC(=C(C=2C1=NN(N2)CC2=NC=CC=C2)C2=CC=NN2C)C=2C(=C(C#N)C=CC2)F 3-(4-amino-7-(1-methyl-1H-pyrazol-5-yl)-2-(pyridin-2-ylmethyl)-2H-[1,2,3]triazolo[4,5-c]pyridin-6-yl)-2-fluorobenzonitrile